N1=CC=C(C=C1)C1=NC2=CC=C(C=C2C(=N1)N)N 2-(4-pyridyl)quinazoline-4,6-diamine